C([C@H](O)C)(=O)[O-].[Ca+2].C([C@H](O)C)(=O)[O-] Calcium D-lactate